C(C=CCCCCCCCC)=O undecenealdehyde